C(C)(C)(C)OC(=O)N1C[C@@H](CC1)NCCCCC (R)-3-(n-pentylamino)pyrrolidine-1-carboxylic acid tert-butyl ester